O1C(OCC1)C=1C(=C(C=CC1)C1=CCCN1C(=O)OC(C)(C)C)[N+](=O)[O-] tert-butyl 5-(3-(1,3-dioxolan-2-yl)-2-nitrophenyl)-2,3-dihydro-1H-pyrrole-1-carboxylate